(+/-)-N-(4-{[3-(2-cyano-3-fluorophenyl)-1-{[2-(trimethylsilyl)ethoxy]methyl}-1H-pyrrolo[2,3-b]pyridin-4-yl]oxy}-3,5-difluorophenyl)-N'-[(1R)-1-(oxetan-3-yl)ethyl]urea C(#N)C1=C(C=CC=C1F)C1=CN(C2=NC=CC(=C21)OC2=C(C=C(C=C2F)NC(=O)N[C@H](C)C2COC2)F)COCC[Si](C)(C)C |r|